4-(1,3-thiazol-2-yl)cyclohexan-1-one S1C(=NC=C1)C1CCC(CC1)=O